(S)-1-[(R)-2-[bis[4-(trifluoromethyl)phenyl]phosphino]-ferrocenyl]ethyl-di-tert-butylphosphine FC(C1=CC=C(C=C1)P(C=1[C-](C=CC1)[C@H](C)P(C(C)(C)C)C(C)(C)C)C1=CC=C(C=C1)C(F)(F)F)(F)F.[CH-]1C=CC=C1.[Fe+2]